CC=1N(N=C2C3=C(CC4(C12)CC4)OC(=C3)C(=O)NCC=3OC=CN3)CC3=NC=CC=C3 methyl-N-(1,3-oxazol-2-ylmethyl)-2'-(pyridin-2-ylmethyl)-2',5'-dihydrospiro[cyclopropane-1,4'-furo[2,3-g]indazole]-7'-carboxamide